4-chloro-1H-pyrrolo[2,3-b]pyridine-5-carbonyl chloride ClC1=C2C(=NC=C1C(=O)Cl)NC=C2